CN(C=1SC=2N=C(SC2N1)C1=NC=C(N=C1)C=1C=NNC1)C1CC(NC(C1)(C)C)(C)C N-Methyl-5-[5-(1H-pyrazol-4-yl)pyrazin-2-yl]-N-(2,2,6,6-tetramethylpiperidin-4-yl)[1,3]thiazolo[5,4-d][1,3]thiazol-2-amin